4-methoxy-2-(trimethylstannyl)pyridine COC1=CC(=NC=C1)[Sn](C)(C)C